OC1(C2(CCC(C1)C2)C(=O)O)C(=O)O hydroxynorbornanedicarboxylic acid